6-chloro-N-[5-(2-cyanoethyl)-4-methoxy-pyrimidin-2-yl]benzothiophene-3-sulfonamide sodium citrate C(CC(O)(C(=O)[O-])CC(=O)[O-])(=O)[O-].[Na+].ClC1=CC2=C(C(=CS2)S(=O)(=O)NC2=NC=C(C(=N2)OC)CCC#N)C=C1.[Na+].[Na+]